monomethyl-2,6-dimethyl-4-(3-nitrophenyl)-1,4-dihydro-3,5-pyridinedicarboxylic acid CN1C(=C(C(C(=C1C)C(=O)O)C1=CC(=CC=C1)[N+](=O)[O-])C(=O)O)C